4-METHYL-3-NITROPHENYLBORONIC ACID CC1=C(C=C(C=C1)B(O)O)[N+](=O)[O-]